FC=1C=C(C=C(C1)F)C(C=1C=C2C(=NNC2=CC1)NC(C1=C(C=C(C=C1)N1C(C(N(C(C1([2H])[2H])([2H])[2H])C)([2H])[2H])([2H])[2H])NC1CCOCC1)=O)([2H])[2H] N-(5-((3,5-difluorophenyl)methyl-d2)-1H-indazol-3-yl)-4-(4-methylpiperazin-1-yl-2,2,3,3,5,5,6,6-d8)-2-((tetrahydro-2H-pyran-4-yl)amino)benzamide